C(C)(C)(C)OC(=O)N1CC(C1)CC1=CC(=C(C(=C1)F)C1N(C(CC2=C1NC1=CC(=CC=C21)C(=O)OC)C)CC(C)(F)F)F methyl 1-(4-((1-(tert-butoxycarbonyl) azetidin-3-yl) methyl)-2,6-difluorophenyl)-2-(2,2-difluoropropyl)-3-methyl-2,3,4,9-tetrahydro-1H-pyrido[3,4-b]indole-7-carboxylate